phosphorus 2-phenylpropene C1(=CC=CC=C1)C(=C)C.[P]